FC(C1=NN=C(S1)C1=NC=C2N1C=C(C=C2N2C[C@@H](OC[C@@H]2CC)CO)S(=O)(=O)NC2(CC2)C)F |o1:18,21| rel-3-(5-(difluoromethyl)-1,3,4-thiadiazol-2-yl)-8-((2R,5S)-5-ethyl-2-(hydroxymethyl)morpholino)-N-(1-methylcyclopropyl)imidazo[1,5-a]pyridine-6-sulfonamide